C(C1=CC=CC=C1)N(C(C(N)=O)=O)CC1=NC=C(C=C1Cl)F N'-benzyl-N'-[(3-chloro-5-fluoro-2-pyridyl)methyl]oxamide